(difluoromethoxy)-5-(methylsulfonyl)benzamide FC(OC1=C(C(=O)N)C=C(C=C1)S(=O)(=O)C)F